Tert-butyl (amino(4-((dimethylamino)methyl)phenyl)(oxo)-λ6-sulfaneylidene)carbamate NS(=O)(C1=CC=C(C=C1)CN(C)C)=NC(OC(C)(C)C)=O